C1(=CC=CC=C1)S(=O)(=O)N1C=C(C2=CC=CN=C12)C=O N-phenylsulfonyl-3-formyl-7-azaindole